FC1=CC=C(C=C1)C1=NN=C(S1)CSC1=CC(=C(OC(C(=O)O)C)C=C1)C 2-(4-(((5-(4-fluorophenyl)-1,3,4-thiadiazol-2-yl)methyl)thio)-2-methylphenoxy)propionic acid